2,5-dihydroxybenzenesulfonate OC1=C(C=C(C=C1)O)S(=O)(=O)[O-]